racemic-cis-N-Boc-1,2-cyclohexanediamine C(=O)(OC(C)(C)C)N[C@H]1[C@H](CCCC1)N |r|